FC1=C(C(=O)[O-])C(=CC(=C1)NC(=O)N1CCC(CC1)C(F)(F)F)C=1N=NNN1 2-fluoro-6-(2H-tetrazol-5-yl)-4-(4-(trifluoromethyl)piperidine-1-carboxamido)benzoate